[C@@H]12[C@@H](C[C@@H](CC1)C2)N (1R,2R,4S)-norbornan-2-amine